NC1=C(SC=2N=C(SC21)C)C(=O)N[C@@H]2COC1=CC(=CC(=C1C2)F)N2CCNCC2 (S)-6-amino-N-(5-fluoro-7-(piperazin-1-yl)chroman-3-yl)-2-methylthieno[2,3-d]thiazole-5-carboxamide